3-((2-hexyldecanoyl)oxy)-2-(9-(4-hydroxybutyl)-3,9-diazaspiro[5.5]undecan-3-yl)propyl (Z)-dodec-5-enoate C(CCC\C=C/CCCCCC)(=O)OCC(COC(C(CCCCCCCC)CCCCCC)=O)N1CCC2(CC1)CCN(CC2)CCCCO